C[C@@H](C(=O)N[C@@H](C)C(=O)N[C@@H](CC(=O)O)C(=O)O)N The molecule is a tripeptide composed of two L-alanyl and an L-aspartic acid residue joined in sequence. It has a role as a metabolite. It derives from a L-alanine and a L-aspartic acid.